5-bromo-4-(2,4-difluorophenoxy)-2-methylbenzenediazonium BrC=1C(=CC(=C(C1)[N+]#N)C)OC1=C(C=C(C=C1)F)F